bis(trifluoromethanesulfonyl)acrylic acid FC(S(=O)(=O)C(=CC(=O)O)S(=O)(=O)C(F)(F)F)(F)F